2-((4-Amino-3-(3-hydroxyphenyl)-1H-pyrazolo[3,4-d]pyrimidin-1-yl)methyl)-5-ethynyl-3-((5-methylisoxazol-3-yl)methyl)quinazolin-4(3H)-one NC1=C2C(=NC=N1)N(N=C2C2=CC(=CC=C2)O)CC2=NC1=CC=CC(=C1C(N2CC2=NOC(=C2)C)=O)C#C